3-methyl-1-(3-phenylpropyl)pyrimidine-2,4(1h,3h)-dione CN1C(N(C=CC1=O)CCCC1=CC=CC=C1)=O